COCOC=1C(=CC2=CN(N=C2C1)C)C=1C=C(C=2C(N1)=CN(N2)C2CCN(CC2)C(=O)OC(C)(C)C)C tert-butyl 4-[5-[6-(methoxymethoxy)-2-methyl-indazol-5-yl]-7-methyl-pyrazolo[4,3-b]pyridin-2-yl]piperidine-1-carboxylate